ClC=1C=C(C=CC1F)NC(N(C(C)C1=CN(C(C2=CC=CC=C12)=O)C)C)=O 3-(3-chloro-4-fluorophenyl)-1-methyl-1-(1-(2-methyl-1-oxo-1,2-dihydroisoquinolin-4-yl)ethyl)urea